1-(5-bromo-2-aminophenyl)ethanone BrC=1C=CC(=C(C1)C(C)=O)N